(3R,4S)-3-cyclopropyl-1-[6-(6-ethylpyridin-3-yl)pyrrolo[1,2-b]pyridazin-4-yl]-4-methyl-2-oxopyrrolidine-3-carbonitrile C1(CC1)[C@]1(C(N(C[C@H]1C)C=1C=2N(N=CC1)C=C(C2)C=2C=NC(=CC2)CC)=O)C#N